C(=C)C1=CC=C(CC2=C(C=CC=C2)Cl)C=C1 4-vinylbenzyl-chlorobenzene